3-aminopropyl-(hydroxydimethylsilane) NCCC[Si](C)(C)O